C1(CCCCC1)C(C(=O)NC1CCCCC1)N1C(=NC2=C1C=C(C=C2)F)C=2C=NNC2 2,N-dicyclohexyl-2-[6-fluoro-2-(1H-pyrazol-4-yl)-benzimidazol-1-yl]-acetamide